((R)-1-(2-Chlorophenyl)-2-methylpropyl)-2-methylpropane-2-sulfinamide ClC1=C(C=CC=C1)[C@@H](C(C)C)CC(C)(S(=O)N)C